Trans-4-(piperidin-1-ylcarbonyl)cyclohexanecarboxylic acid hydrazide N1(CCCCC1)C(=O)[C@@H]1CC[C@H](CC1)C(=O)NN